C(C(C)C)N1CCC(CC1)C1=C(N=C(S1)C1=NNC(=C1C(C)C)C=1C=C(C=2N(C1)N=CN2)OC)C 5-(1-isobutylpiperidin-4-yl)-2-(4-isopropyl-5-(8-methoxy-[1,2,4]triazolo[1,5-a]pyridin-6-yl)-1H-pyrazol-3-yl)-4-methylthiazole